oxetanyl-silane O1C(CC1)[SiH3]